C(C)OC(=O)OC(=O)OCC Diethylpyrocarbonat